methyl 1-(5-((6-chloro-5-nitropyrimidin-4-yl)amino)-2-fluoro-4-((3S,5R)-3,4,5-trimethylpiperazin-1-yl)phenyl)-1H-1,2,3-triazole-4-carboxylate ClC1=C(C(=NC=N1)NC=1C(=CC(=C(C1)N1N=NC(=C1)C(=O)OC)F)N1C[C@@H](N([C@@H](C1)C)C)C)[N+](=O)[O-]